(2S)-2-(hydroxymethyl)morpholine-4-carboxylate OC[C@@H]1CN(CCO1)C(=O)[O-]